CS(=O)(=O)OC1=CC(=CC=C1)C1OCCC1 (3-(tetrahydrofuran-2-yl) phenyl) methylsulfonate